[(13Z,16Z)-docosa-13,16-dien-1-yloxy]-N,N-dimethyl-3-(octyloxy)propan-2-amine C(CCCCCCCCCCC\C=C/C\C=C/CCCCC)OCC(COCCCCCCCC)N(C)C